(E)-N-((2-((1-acetyl-3-oxoindolin-2-ylidene)methyl)benzo[d]thiazol-6-yl)methyl)methanesulfonamide C(C)(=O)N1\C(\C(C2=CC=CC=C12)=O)=C\C=1SC2=C(N1)C=CC(=C2)CNS(=O)(=O)C